C(CCC)C=1C=CC(=NC1)C(=O)NC1=CC=C(C=C1)Cl 5-butyl-N-(4-chlorophenyl)picolinamide